BrC=1C=C(C=CC1)[C@@H](C(C(=O)O)NC(=O)OC(C)(C)C)C (3S)-3-(3-bromophenyl)-2-(tert-butoxycarbonylamino)butanoic acid